4-(4-chloro-2-hydroxy-anilino)piperidine-1-carboxylic acid tert-butyl ester C(C)(C)(C)OC(=O)N1CCC(CC1)NC1=C(C=C(C=C1)Cl)O